C[C@H]1CNCCC1 (R)-3-methylpiperidine